CN1N=CC(=C1)C1=CC=C(C(=C1C#N)N1CCC(CC1)C1=NN=CN1C)C1=CN=NC(=C1)C 6-(1-methyl-1H-pyrazol-4-yl)-2-(4-(4-methyl-4H-1,2,4-triazol-3-yl)piperidin-1-yl)-3-(6-methylpyridazin-4-yl)benzonitrile